4,4'-Oxybis(1,4-phenylene)bis(phthalic acid) O(C1=CC=C(C=C1)C=1C=C(C(C(=O)O)=CC1)C(=O)O)C1=CC=C(C=C1)C=1C=C(C(C(=O)O)=CC1)C(=O)O